NCCNCCOCCO 2-[2-(2-aminoethylamino)-ethoxy]-ethanol